ClC=1C(N(C(=CC1OCC1=NC=C(C=C1F)F)C)C1=CC(=NC=C1C)N1C(C(=CC=C1)C(C)(CC)O)=O)=O 3''-chloro-4''-((3,5-difluoropyridin-2-yl)methoxy)-3-(2-hydroxybutan-2-yl)-5',6''-Dimethyl-2H,2''H-[1,2':4',1''-terpyridine]-2,2''-dione